4-(9-((2,6-diethoxy-4'-fluoro-[1,1'-biphenyl]-4-yl)methyl)-1-oxo-4,9-diazaspiro[5.5]undec-4-yl)benzoic acid, trifluoroacetate salt FC(C(=O)O)(F)F.C(C)OC1=C(C(=CC(=C1)CN1CCC2(CN(CCC2=O)C2=CC=C(C(=O)O)C=C2)CC1)OCC)C1=CC=C(C=C1)F